(3-aminopropyl)maleimide trifluoroacetate FC(C(=O)O)(F)F.NCCCC=1C(=O)NC(C1)=O